ClC=1C=C(C(=C(C=NC(C(=O)O)CC2=CC=C(C=C2)O)C1)O)OC(C1=CC=C(C=C1)C)=O 2-(5-chloro-2-hydroxy-3-(4-methylbenzoyl-oxy)benzylideneamino)-3-(4-hydroxy-phenyl)propanoic acid